3-((S)-2-hydroxy-3-((R)-8-(2-oxo-2,3-dihydro-1H-imidazo[4,5-b]pyridin-6-ylsulfonyl)-1-oxa-8-azaspiro[4.5]decan-3-ylamino)propoxy)-N-methylbenzenesulfonamide O[C@H](COC=1C=C(C=CC1)S(=O)(=O)NC)CN[C@H]1COC2(C1)CCN(CC2)S(=O)(=O)C=2C=C1C(=NC2)NC(N1)=O